C(C1=CC=CC=C1)OC1=CC(=CC(=C1)C)OC(F)F 1-(benzyloxy)-3-(difluoromethoxy)-5-methylbenzene